(Z)-(2-(2-(benzyloxy)-3-methoxyphenyl)-1-(methylsulfinyl)vinyl)(methyl)sulfane C(C1=CC=CC=C1)OC1=C(C=CC=C1OC)\C=C(/S(=O)C)\SC